amino-1-hexadecyl mercaptan NCCCCCCCCCCCCCCCCS